C(C)OC(C(=O)NCCOC1=C(C=CC(=C1)C(F)(F)F)C1OC2=C(C=CC=C2C(C1)=O)Cl)=O 2-[2-[2-(8-chloro-4-oxo-chroman-2-yl)-5-(trifluoromethyl)phenoxy]ethylamino]-2-oxo-acetic acid ethyl ester